CC(=O)N(C)C N-Dimethylacetamide